4-(3-(4-cyanophenoxy)-2-hydroxy-2-methylpropoxy)-2-(trifluoromethyl)benzonitrile C(#N)C1=CC=C(OCC(COC2=CC(=C(C#N)C=C2)C(F)(F)F)(C)O)C=C1